1,3,5-Tri(bromomethyl)benzene BrCC1=CC(=CC(=C1)CBr)CBr